BrC1=CC(=CC(=N1)NC1CN(CC1)C(=O)[O-])C(F)(F)F 3-[[6-bromo-4-(trifluoromethyl)-2-pyridyl]amino]pyrrolidine-1-carboxylate